6-methyl-5-((1S,2S)-2-((trifluoromethoxy)methyl)cyclopropyl)pyridine CC1=C(C=CC=N1)[C@@H]1[C@H](C1)COC(F)(F)F